S1(NC=C(C=N1)C(=O)[O-])(=O)=O 1,2,6-thiadiazine-4-carboxylate 1,1-dioxide